N-[5-(3-fluorophenoxy)-3-hydroxy-2-pyridinyl]-2-methyl-propionamide FC=1C=C(OC=2C=C(C(=NC2)NC(C(C)C)=O)O)C=CC1